2-(6-{[(2s,4s)-2-(hydroxymethyl)-1-methylpiperidin-4-yl](methyl)amino}[1,3]thiazolo[4,5-c]pyridazin-3-yl)-5-(1H-pyrazol-4-yl)phenol dihydrochloride Cl.Cl.OC[C@H]1N(CC[C@@H](C1)N(C=1SC2=C(N=NC(=C2)C2=C(C=C(C=C2)C=2C=NNC2)O)N1)C)C